C(C)C(C1(CC=C(C=C1)C1=CC=CC=C1)C(P(=O)(O)O)(CC)CC)(P(=O)(O)O)CC 4,4-bis-(diethyl-phosphonomethyl)-biphenyl